FC(C(=O)OCCC(CCC)NC=1C2=C(N=C(N1)N)C=CN(C2=O)CC2=CC=C(C=C2)CN2CCCC2)(F)F 3-((2-amino-5-oxo-6-(4-(pyrrolidin-1-ylmethyl)benzyl)-5,6-dihydropyrido[4,3-d]pyrimidin-4-yl)amino)hexyl 2,2,2-trifluoroacetate